7-methoxy-N-(piperidin-4-yl)quinolin-3-amine hydrochloride Cl.COC1=CC=C2C=C(C=NC2=C1)NC1CCNCC1